O[C@@H]1C[C@H](N(C1)C(CN1C(C2=CC=CC=C2C1)=O)=O)C(=O)NCC1=CC=C(C=C1)C1=C(N=CS1)C (2S,4R)-4-hydroxy-N-(4-(4-methylthiazol-5-yl)benzyl)-1-(2-(1-oxoisoindolin-2-yl)acetyl)pyrrolidine-2-carboxamide